3-(4-bromophenoxy)-1-methyl-1H-1,2,4-triazole BrC1=CC=C(OC2=NN(C=N2)C)C=C1